ClC=1C(=NC=C(C1)Cl)N1CCC2(CC1)C=1C=CC(=NC1CN(C2)C[C@@H]2NCCC2)C2=C(C=CC=C2)OCC 1'-(3,5-dichloro-2-pyridinyl)-2-(2-ethoxyphenyl)-7-[[(2R)-pyrrolidin-2-yl]methyl]spiro[6,8-dihydro-1,7-naphthyridine-5,4'-piperidine]